C(C)(=O)NC=1C=C(C2=C(OCO2)C1)C=CCC(=O)O 4-(6-acetamidobenzo[d][1,3]dioxol-4-yl)but-3-enoic acid